C(C)(C)(C)OC(=O)N[C@H](C(=O)O)CCC(N)=O (2S)-2-{[(tert-butoxy)carbonyl]amino}-4-carbamoyl-butyric acid